6-hydroxy-1-methyl-2-(2-(4-methylpiperazin-1-yl)-2-oxoethyl)-3-oxo-3,8,9,10-tetrahydropyrano[3,2-f]chromen-5-carbaldehyde OC1=C(C2=C(C=3CCCOC13)C(=C(C(O2)=O)CC(=O)N2CCN(CC2)C)C)C=O